3-(4-(1,3-dioxolan-2-yl)cyclohexyl)pyrazolo[1,5-a]pyridin-5-ol O1C(OCC1)C1CCC(CC1)C=1C=NN2C1C=C(C=C2)O